C1(=CC=CC=C1)C=1C(=C2C3=C(C(=C(C(=C3C=CC2=CC1)N)N)C1=CC=CC=C1)C1=CC=CC=C1)C1=CC=CC=C1 tetraphenylphenanthrenediamine